FC(C1=CC=C(CS(=O)(=O)N2CC=C(CC2)C=2C=C(C=NC2)O)C=C1)(F)F 5-(1-((4-trifluoromethylbenzyl)sulfonyl)-1,2,5,6-tetrahydropyridin-4-yl)-3-hydroxy-pyridine